BIS(2-HEXYLDECYL) 7-(3-(DIMETHYLAMINO)-N-(6-((2-ETHYLHEXYL)OXY)-6-OXOHEXYL)PROPANAMIDO)TRIDECANEDIOATE CN(CCC(=O)N(CCCCCC(=O)OCC(CCCC)CC)C(CCCCCC(=O)OCC(CCCCCCCC)CCCCCC)CCCCCC(=O)OCC(CCCCCCCC)CCCCCC)C